N-((1-(3-Chloro-2-fluorobenzyl)cyclobutyl)methyl)-1-methyl-5-oxo-4,5-dihydro-1H-1,2,4-triazole-3-carboxamide ClC=1C(=C(CC2(CCC2)CNC(=O)C2=NN(C(N2)=O)C)C=CC1)F